N-((4R)-1-(2-chloro-6-fluoro-3-methoxyphenyl)-1,4,5,7-tetrahydropyrano[3,4-c]pyrazol-4-yl)-5,6,7,8-tetrahydroimidazo[1,5-a]pyridine-1-carboxamide ClC1=C(C(=CC=C1OC)F)N1N=CC2=C1COC[C@@H]2NC(=O)C=2N=CN1C2CCCC1